(S)-(5-(3,5-difluorophenyl)-4,5-dihydro-1H-pyrazol-1-yl)(4-(5-fluoro-2',4',6'-trimethoxy-[4,5'-bipyrimidin]-2-yl)piperazin-1-yl)methanone FC=1C=C(C=C(C1)F)[C@@H]1CC=NN1C(=O)N1CCN(CC1)C1=NC=C(C(=N1)C=1C(=NC(=NC1OC)OC)OC)F